(1S,2S)-N-(6-(5-chloro-6-fluoro-7-(2,2,2-trifluoro-1-hydroxyethyl)-1H-indazol-4-yl)imidazo[1,2-a]pyridin-2-yl)-2-fluorocyclopropane-1-carboxamide ClC=1C(=C2C=NNC2=C(C1F)C(C(F)(F)F)O)C=1C=CC=2N(C1)C=C(N2)NC(=O)[C@H]2[C@H](C2)F